FC(CN1[C@@H](C=2NC3=CC=CC=C3C2C[C@H]1C)C=1SC(=CC1C)CC1CN(C1)CCC)(C)C (1S,3R)-2-(2-Fluoro-2-methylpropyl)-3-methyl-1-(3-methyl-5-((1-propylazetidin-3-yl)methyl)thiophen-2-yl)-2,3,4,9-tetrahydro-1H-pyrido[3,4-b]indole